C(C)(=O)SCCCCCCCCCCCBr S-(11-bromoundecyl) thioacetate